N-[3-(dimethylamino)propyl]-N'-ethylformamidine CN(CCCNC=NCC)C